C(C)C=1N=NN(N1)C1=CC(=C(C(=O)Cl)C=C1)F 4-(5-ethyl-2H-tetrazol-2-yl)-2-fluorobenzoyl chloride